1-(1-ethoxyethyl)-5-(2-fluoropyridin-4-yl)-3-(2-methylpyridin-4-yl)-1H-pyrazolo-[3,4-b]pyridine C(C)OC(C)N1N=C(C=2C1=NC=C(C2)C2=CC(=NC=C2)F)C2=CC(=NC=C2)C